COC1=CC=C(C=C1)C1=C(N=CO1)\C(\C(\C)=N\NC(NCC)=S)=N/NC(NCC)=S (2E,2'E)-2,2'-(1-(5-(4-methoxyphenyl)oxazol-4-yl)propane-1,2-diylidene)bis(N-ethylhydrazine-1-carbothioamide)